tert-Butyl (2-fluoro-4-{[4-(hydroxymethyl)-1,3-thiazol-2-yl]oxy}phenyl)carbamate FC1=C(C=CC(=C1)OC=1SC=C(N1)CO)NC(OC(C)(C)C)=O